5-((1R,4R)-2-Oxa-5-azabicyclo[2.2.1]heptan-5-yl)pyrazolo[1,5-a]pyrimidine-3-carboxylic acid ethyl ester C(C)OC(=O)C=1C=NN2C1N=C(C=C2)N2[C@H]1CO[C@@H](C2)C1